FC(CN1C(=NC2=NC=C(C=C21)C2=CNC=1N=C(N=C(C12)OC)NC1CC(C1)(C)NC(C)=O)C)F N-((1r,3r)-3-((5-(1-(2,2-difluoroethyl)-2-methyl-1H-imidazo[4,5-b]pyridin-6-yl)-4-methoxy-7H-pyrrolo[2,3-d]pyrimidin-2-yl)amino)-1-methylcyclobutyl)acetamide